N-(biphenyl-4-yl)-N-(4-bromo-phenyl)-9,9'-spirobi[fluorene]-2-amine C1(=CC=C(C=C1)N(C1=CC=2C3(C4=CC=CC=C4C2C=C1)C1=CC=CC=C1C=1C=CC=CC13)C1=CC=C(C=C1)Br)C1=CC=CC=C1